COC(=O)C=1N(C2=CC=CC=C2C1CCCO)C 3-(3-hydroxypropyl)-1-methyl-1H-indole-2-carboxylic acid methyl ester